O=C1OC2=CC(=CC=C2C(=C1)C1=CC=CC=C1)O[C@@H](C(=O)OCC)C ethyl (2R)-2-(2-oxo-4-phenyl-chromen-7-yl)oxypropanoate